(1R,3S)-3-[3-({[2-(ethyl-sulfonyl)phenyl]acetyl}-amino)-1H-pyrazol-5-yl]cyclopentyl propyl-carbamate C(CC)NC(O[C@H]1C[C@H](CC1)C1=CC(=NN1)NC(CC1=C(C=CC=C1)S(=O)(=O)CC)=O)=O